COC(=O)C=1C=CC2=C(N(C(=N2)CN2CCC(=CC2)C2=NC(=CC=C2)OCC2=CC=C(C=3C=COC32)C#N)C[C@H]3OCC3)C1 (S)-2-((6-((4-cyanobenzofuran-7-yl)methoxy)-3',6'-dihydro-[2,4'-bipyridine]-1'(2'H)-yl)methyl)-1-(oxetan-2-ylmethyl)-1H-benzo[d]imidazole-6-carboxylic acid methyl ester